FC(C=1C=CC(=NC1)N1N=CC(=C1C(F)(F)F)C(=O)O)(F)F 1-(5-(trifluoromethyl)pyridin-2-yl)-5-(trifluoromethyl)-1H-pyrazole-4-carboxylic acid